N-(2-((2-(dimethylamino)ethyl)(methyl)amino)-4-methoxy-5-((4-(5'-methylspiro[cyclohexane-1,3'-pyrrolo[3,2-b]pyridin]-1'(2'H)-yl)pyrimidin-2-yl)amino)phenyl)acrylamide CN(CCN(C1=C(C=C(C(=C1)OC)NC1=NC=CC(=N1)N1CC2(C3=NC(=CC=C31)C)CCCCC2)NC(C=C)=O)C)C